Cl.N1CCC(CC1)C1=CC2=C(NC1=O)SCCC2 6-(piperidin-4-yl)-2,3,4,8-tetrahydro-7H-thiopyrano[2,3-b]pyridine-7-one hydrochloride